CNCCNC(=O)NCCNC N,N'-bis(2-(methylamino)ethyl)urea